2-chloro-4-((2-fluoro-5-(trifluoromethyl)benzyl)amino)pyrimidin-5-carboxamide ClC1=NC=C(C(=N1)NCC1=C(C=CC(=C1)C(F)(F)F)F)C(=O)N